hexanoic acid 2-(((4-methoxy-3,5-dimethylpyridin-2-yl) methyl) sulfinyl)-1H-benzo[d]imidazol-5-yl ester COC1=C(C(=NC=C1C)CS(=O)C1=NC2=C(N1)C=CC(=C2)OC(CCCCC)=O)C